BrC1=C(N(C)C)C=C(C=C1)S(=O)(=O)CC 2-bromo-5-(ethylsulfonyl)-N,N-dimethylaniline